FC=1C=C(C#N)C=C(C1C=1N(C=C(N1)C(F)(F)F)C)F 3,5-difluoro-4-(1-methyl-4-(trifluoromethyl)-1H-imidazol-2-yl)benzonitrile